Methyl-3-[[4-(7-fluoro-1,3-benzoxazol-2-yl)phenyl]carbamoyl]bicyclo[1.1.1]pentan-1-carboxylat COC(=O)C12CC(C1)(C2)C(NC2=CC=C(C=C2)C=2OC1=C(N2)C=CC=C1F)=O